4-bromo-N-(2,4-dimethoxybenzyl)-2,5-difluoro-N-(1,2,4-thiadiazol-5-yl)-benzenesulfonamide BrC1=CC(=C(C=C1F)S(=O)(=O)N(C1=NC=NS1)CC1=C(C=C(C=C1)OC)OC)F